C(C=C)N1N(C2=NC(=NC=C2C1=O)NC=1C=C2C(=NNC2=CC1)C)C1=NC(=CC=C1)OC1CCNCC1 2-allyl-6-((3-methyl-1H-indazol-5-yl)amino)-1-(6-(piperidin-4-yloxy)pyridin-2-yl)-1,2-dihydro-3H-pyrazolo[3,4-d]pyrimidin-3-one